CN1C=2C=CC(=NC2C(=CC1=O)N1C[C@H]([C@H](CC1)OC1=CC=C(C=C1)C(F)(F)F)C)C(=O)N |r| (+/-)-5-methyl-8-((3R,4S)-3-methyl-4-(4-(trifluoromethyl)phenoxy)piperidin-1-yl)-6-oxo-5,6-dihydro-1,5-naphthyridine-2-carboxamide